C(CCNC([C@H](O)C(C)(C)CO)=O)(=O)[O-].[Na+] Natrium pantothenat